FC1=C(C=CC(=C1)F)CN (2,4-difluorophenyl)methaneamine